1-(4-(4-amino-5-(4-methoxyphenyl)-7-methyl-7H-pyrrolo[2,3-d]pyrimidin-6-yl)-3,6-dihydropyridin-1(2H)-yl)prop-2-en-1-one NC=1C2=C(N=CN1)N(C(=C2C2=CC=C(C=C2)OC)C=2CCN(CC2)C(C=C)=O)C